1-amino-3-(4-bromophenyl)propan-2-one hydrochloride Cl.NCC(CC1=CC=C(C=C1)Br)=O